pyranyl-1,3,5-triazin-2(1H)-one O1C(C=CC=C1)N1C(N=CN=C1)=O